N-[4-(3-cyanophenyl)-5-(2,6-dimethyl-4-pyridinyl)thiazol-2-yl]-1,3-dimethyl-2,4-dioxo-1,3,8-triazaspiro[4.5]decane-8-carboxamide C(#N)C=1C=C(C=CC1)C=1N=C(SC1C1=CC(=NC(=C1)C)C)NC(=O)N1CCC2(C(N(C(N2C)=O)C)=O)CC1